C1N(CCCC12CCCCC2)C2=CC(=NC(=N2)C(F)(F)F)N(C)CC2CN(CCC2)C(=O)OC methyl 3-(((6-(2-azaspiro[5.5]undecan-2-yl)-2-(trifluoromethyl)pyrimidin-4-yl)(methyl)amino)methyl)piperidine-1-carboxylate